C1(CCCCC1)NC1=C(C=C(C=C1)S(=O)(=O)NC)C=1N=CN(C1)CC 4-(cyclohexylamino)-3-(1-ethyl-1H-imidazol-4-yl)-N-methylbenzenesulfonamide